N-((1r,3r)-3-(3-chloro-4-cyanophenoxy)-2,2,4,4-tetramethylcyclobutyl)pyridazine-3-carboxamide ClC=1C=C(OC2C(C(C2(C)C)NC(=O)C=2N=NC=CC2)(C)C)C=CC1C#N